6-methoxy-2-(5-methyloxazol-2-yl)-N-(piperazin-1-ylmethyl)-7-(3-(pyrrolidin-1-yl)propoxy)quinazolin-4-amine COC=1C=C2C(=NC(=NC2=CC1OCCCN1CCCC1)C=1OC(=CN1)C)NCN1CCNCC1